NC1=NN(C(=C1C#N)C(C)N(C)C(C1=CC(=CC(=C1)C(F)(F)F)C(F)(F)F)=O)C1=CC=C(C=N1)C(=O)O 6-[3-amino-5-[1-[[3,5-bis(trifluoromethyl)benzoyl]-methyl-amino]ethyl]-4-cyano-pyrazol-1-yl]pyridine-3-carboxylic acid